[N+](=O)(OCN1C(C2=CC=3C(N(C(C3C=C2C1=O)=O)CCS)=O)=O)[O-] (6-(2-Mercaptoethyl)-1,3,5,7-tetraoxo-3,5,6,7-tetrahydropyrrolo[3,4-f]isoindol-2(1H)-yl)methyl nitrate